COC=1C=C2C(=NC=NC2=CC1OC)OC1=C(C=C(C=C1)C1C=2N(CCC1)N(C(C2C(=O)N)=O)C2=CC=C(C=C2)F)F (4-((6,7-dimethoxyquinazolin-4-yl)oxy)-3-fluorophenyl)-1-(4-fluorophenyl)-2-oxo-1,2,4,5,6,7-hexahydropyrazolo[1,5-a]pyridine-3-carboxamide